tri(2,4,6-trimethoxyphenyl)phosphorus COC1=C(C(=CC(=C1)OC)OC)P(C1=C(C=C(C=C1OC)OC)OC)C1=C(C=C(C=C1OC)OC)OC